C(C)OC(CN1C(=CC=C1)C(=O)OC)OCC methyl 1-(2,2-diethoxyethyl)-1H-pyrrole-2-carboxylate